FC=1C=C(C=CC1)NC([C@@H](C1=CC=CC=C1)O)=O (R)-N-(3-fluorophenyl)-2-hydroxy-2-phenylacetamide